4-(5-chloro-2-ethynylpyridin-3-yl)morpholine ClC=1C=C(C(=NC1)C#C)N1CCOCC1